perfluoromethyl perfluoropropyl ether FC(C(C(F)(F)F)(F)F)(F)OC(F)(F)F